N-[3-[[4-hydroxy-1-[(3R,4R)-1-(4-methyl-2-phenyl-thiazole-5-carbonyl)-3-phenyl-piperidine-4-carbonyl]-4-piperidinyl]methyl]-4-oxo-pyrido[3,2-d]pyrimidin-6-yl]-2-phenyl-acetamide OC1(CCN(CC1)C(=O)[C@H]1[C@@H](CN(CC1)C(=O)C1=C(N=C(S1)C1=CC=CC=C1)C)C1=CC=CC=C1)CN1C=NC2=C(C1=O)N=C(C=C2)NC(CC2=CC=CC=C2)=O